5-(4-((2,3-dihydrobenzo[b][1,4]dioxin-6-yl-2,2,3,3-d4)oxy)piperidin-1-yl)-2-methyl-2,6,7,8-tetrahydro-1H-cyclopenta[e][1,2,4]triazolo[4,3-a]pyrimidin-1-one O1C2=C(OC(C1([2H])[2H])([2H])[2H])C=C(C=C2)OC2CCN(CC2)C2=NC=1N(C3=C2CCC3)C(N(N1)C)=O